5-bromo-N'-hydroxy-4,6-dimethyl-pyrimidine-2-carboxamidine BrC=1C(=NC(=NC1C)C(=NO)N)C